C(CCCCCCC)C(CCCCCCCC)NC(CCCCCCCNC(OC(C)(C)C)=O)=O tert-butyl N-[8-(1-octylnonylamino)-8-oxo-octyl]carbamate